Ethyl 2-(2,6-dimethyl-4-((5-oxo-4-(4-(trifluoromethoxy)phenyl)-4,5-dihydro-1H-1,2,4-triazol-1-yl)methyl)phenoxy)butyrate CC1=C(OC(C(=O)OCC)CC)C(=CC(=C1)CN1N=CN(C1=O)C1=CC=C(C=C1)OC(F)(F)F)C